FC(CN1N=NC2=C1C=C(C=C2)C=2C=C(N1N=C(N=C(C12)OC)NC1CC(C1)(O)C)[2H])F (1s,3s)-3-((5-(1-(2,2-difluoroethyl)-1H-benzo[d][1,2,3]triazol-6-yl)-4-methoxypyrrolo[2,1-f][1,2,4]triazin-2-yl-7-d)amino)-1-methylcyclobutan-1-ol